(Z)-1-(4-amino-2-fluorobut-2-en-1-yl)-4-(3-(N,N-dimethylsulfamoyl)phenyl)-N-methyl-1H-benzo[d][1,2,3]triazol-6-carboxamide NC\C=C(\CN1N=NC2=C1C=C(C=C2C2=CC(=CC=C2)S(N(C)C)(=O)=O)C(=O)NC)/F